2-(4-cyclopropyl-6-methoxy-pyrimidin-5-yl)-7-[[4-[1-methyl-4-(trifluoromethyl)imidazol-2-yl]phenyl]methyl]-5-(2,2,2-trifluoroethyl)pyrrolo[3,2-d]pyrimidine C1(CC1)C1=NC=NC(=C1C=1N=CC2=C(N1)C(=CN2CC(F)(F)F)CC2=CC=C(C=C2)C=2N(C=C(N2)C(F)(F)F)C)OC